6-(1-(Difluoromethyl)-1H-pyrazol-3-yl)-N-(6-methoxypyrimidin-4-yl)-5-methyl-2-(1-methyl-1H-imidazol-2-yl)pyrrolo[2,1-f][1,2,4]triazin-4-amine FC(N1N=C(C=C1)C=1C(=C2C(=NC(=NN2C1)C=1N(C=CN1)C)NC1=NC=NC(=C1)OC)C)F